5-(2-ethoxy-3-pyridinyl)-1-[1-methylpropyl]-N-(1H-pyrazol-3-ylmethyl)pyrazolo[4,3-b]pyridin-7-amine C(C)OC1=NC=CC=C1C1=CC(=C2C(=N1)C=NN2C(CC)C)NCC2=NNC=C2